6-Chloro-1,5-naphthyridin-3-amine ClC=1N=C2C=C(C=NC2=CC1)N